1-amino-1-deoxy-β-D-mannopyranose N[C@H]1[C@@H](O)[C@@H](O)[C@H](O)[C@H](O1)CO